6-acetyl-1,1,2,3,3,5-hexamethyl-indane C(C)(=O)C1=C(C=C2C(C(C(C2=C1)(C)C)C)(C)C)C